3,5-dicyanoanthraquinone C(#N)C=1C=CC=2C(C3=CC=CC(=C3C(C2C1)=O)C#N)=O